2-oxo-2-(3-(pyridin-3-yloxy)pyrrolidin-1-yl)acetamide O=C(C(=O)N)N1CC(CC1)OC=1C=NC=CC1